COC(CN(CC[C@@H](C(=O)O)NC=1C2=C(N=CN1)C=CC=N2)CCCCC2=NC=1NCCCC1C=C2)(C)C (S)-4-((2-methoxy-2-methylpropyl)(4-(5,6,7,8-tetrahydro-1,8-naphthyridin-2-yl)butyl)amino)-2-(pyrido[3,2-d]pyrimidin-4-ylamino)butanoic acid